ClC=1C=CC=C2C(=CN=NC12)NC1=NC(=NC=C1)NC1=CC=C(C=C1)N1CCNCC1 N4-(8-chlorocinnolin-4-yl)-N2-(4-(piperazin-1-yl)phenyl)pyrimidine-2,4-diamine